C(C)N(CCNC(CC1N(C(CC1)=O)CC1=CC=C(C=C1)C)=O)CC N-[2-(diethylamino)ethyl]-2-[1-[(4-methylphenyl)methyl]-5-oxopyrrolidin-2-yl]acetamide